N#CNNNCC tetraazaheptyne